4-((1-Methylpiperidin-4-yl)amino)benzo[b]thiophene-2-carboxylic acid methyl ester COC(=O)C1=CC2=C(S1)C=CC=C2NC2CCN(CC2)C